FC1=CC=C(OC2=C(C(=O)NCC3=CC=C(C(=O)O)C=C3)C=C(C=C2)C=2C=NC=CC2)C=C1 4-((2-(4-fluorophenoxy)-5-(pyridin-3-yl)benzamido)methyl)benzoic acid